8-(2,4-Dimethoxybenzyl)-6-oxooctahydro-2H-pyrazino[1,2-a]pyrazine-2-carboxylic acid tert-butyl ester C(C)(C)(C)OC(=O)N1CC2N(CC1)C(CN(C2)CC2=C(C=C(C=C2)OC)OC)=O